C(=O)(O)C(CC)OC1=CC=CC=C1 carboxyphenoxy-propane